dodecylsulfonium C(CCCCCCCCCCC)[SH2+]